BrC1=CC=C(CN2C(=NC3=C2C=CC(=C3)C#N)NC(=O)C3=CC(=NN3CC)C)C=C1 N-(1-(4-bromobenzyl)-5-cyano-1H-benzo[d]imidazol-2-yl)-1-ethyl-3-methyl-1H-pyrazole-5-formamide